C(C)(C)(C)OC(=O)N[C@H](C(=O)ON1C(CCC1=O)=O)C(C)C 2,5-dioxopyrrolidin-1-yl (2S)-2-{[(tert-butoxy)carbonyl]amino}-3-methylbutanoate